N[C@H]1CN(CC1)C(CNC(C1=C(C=C(C=C1)NC=1C=2N(C=CN1)C(=CN2)C=2C(=NN(C2)CC#N)C(F)(F)F)C)=O)=O N-[2-[(3R)-3-aminopyrrolidin-1-yl]-2-oxo-ethyl]-4-[[3-[1-(cyanomethyl)-3-(trifluoromethyl)pyrazol-4-yl]imidazo[1,2-a]pyrazin-8-yl]amino]-2-methyl-benzamide